FC(C(=O)O)(F)F.NCC(CN1N=CN(C1=O)C1=C(C=C(C=N1)C#CN1C2=C(OCC1=O)N=CC=C2)C)=C(F)F [2-[6-[1-[2-(aminomethyl)-3,3-difluoro-allyl]-5-oxo-1,2,4-triazol-4-yl]-5-methyl-3-pyridinyl]ethynyl]-1H-pyrido[2,3-b][1,4]oxazin-2-one trifluoroacetate salt